4-(chloromethyl)-1-[1-cyclopropyl-4-(trifluoromethyl)imidazol-2-yl]piperidine ClCC1CCN(CC1)C=1N(C=C(N1)C(F)(F)F)C1CC1